N(=C=O)C1=C(C=C(C=C1C)N=C=O)C 2,5-Diisocyanato-1,3-dimethylbenzene